CC1=CN=C(S1)C=1C=C(C(=O)N[C@H](C)C=2C=NC(=NC2)C(F)(F)F)C=C(C1)OC1C2COCC1CNC2 3-(5-methyl-1,3-thiazol-2-yl)-5-(3-oxa-7-azabicyclo[3.3.1]non-9-yloxy)-N-{(1R)-1-[2-(trifluoromethyl)pyrimidin-5-yl]ethyl}benzamide